C1(CCCCC1)OC(CC(C(=O)OC(C(=O)O)C(F)(F)F)=C)=O 2-((4-(cyclohexyloxy)-2-methylene-4-oxobutanoyl)oxy)-3,3,3-trifluoropropanoic acid